N1=CC=CN=C1 1,5-Diazine